nonafluorobutyl isocyanate FC(C(C(F)(F)N=C=O)(F)F)(C(F)(F)F)F